S(=O)(=O)(OC1=C(C=CC=C1)C(C)=O)[O-] acetylphenyl sulfate